C(C)N=[Ta](N(CC)C)(N(CC)C)N(C)CC ethyl-iminotri(ethyl-methylamino)tantalum